(2R)-3-hydroxy-2-({2-methyl-5-[(pyridin-2-yl)methoxy]-2H-indazol-3-yl}formamido)propanamide OC[C@H](C(=O)N)NC(=O)C=1N(N=C2C=CC(=CC12)OCC1=NC=CC=C1)C